FC1([C@@H](COC1)NC(N([C@@H](C)C1=NC=NC=C1)C)=O)F 3-[(3R)-4,4-difluorotetrahydrofuran-3-yl]-1-methyl-1-[(1S)-1-pyrimidin-4-ylethyl]urea